ClC1=CC(=C(C=C1)C(C)OC1=NC=2CN(CCC2C=C1)CC1=NC=2C(=NC(=CC2)C(=O)O)N1C[C@H]1OCC1)F 2-((2-(1-(4-chloro-2-fluorophenyl)ethoxy)-5,8-dihydro-1,7-naphthyridin-7(6H)-yl)methyl)-3-(((S)-oxetan-2-yl)methyl)-3H-imidazo[4,5-b]pyridine-5-carboxylic acid